(1S,2S)-N-(6-(3,4-difluoro-2-methylphenyl)imidazo[1,2-a]pyridin-2-yl)-2-fluorocyclopropane-1-carboxamide FC=1C(=C(C=CC1F)C=1C=CC=2N(C1)C=C(N2)NC(=O)[C@H]2[C@H](C2)F)C